(l)-3-((3-hydroxyphenoxy)carbonyl)benzoic acid OC=1C=C(OC(=O)C=2C=C(C(=O)O)C=CC2)C=CC1